N-(3-chloro-5-methanesulfonamidophenyl)-5-(3,5-difluoropyridin-2-yl)-1-methyl-1H-pyrrole-3-carboxamide ClC=1C=C(C=C(C1)NS(=O)(=O)C)NC(=O)C1=CN(C(=C1)C1=NC=C(C=C1F)F)C